ClC1=C(C=C(OCC(=O)NC23CC(C2)(C3)NC(COCCC3=CC(=CC=C3)N(C)C)=O)C=C1)F 2-(4-chloro-3-fluorophenoxy)-N-[3-(2-{2-[3-(dimethylamino)phenyl]ethoxy}-acetamido)bicyclo[1.1.1]pentan-1-yl]acetamide